BrC=1C=C(C=CC1F)N1C(=NOC1=O)C1=NON=C1[N+](=O)[O-] 4-(3-bromo-4-fluoro-phenyl)-3-(4-nitro-1,2,5-oxadiazol-3-yl)-1,2,4-oxadiazol-5-one